ethyl (E)-3-(3-(4-((2-((2-hydroxyethyl)thio)ethyl)thio)-2-methyl-1-(2-methylhydrazineyl)-1-oxobutan-2-yl)phenyl)-2-methylacrylate OCCSCCSCCC(C(=O)NNC)(C)C=1C=C(C=CC1)/C=C(/C(=O)OCC)\C